2-(4-methoxyphenyl)quinolin-4-amine trihydrochloride Cl.Cl.Cl.COC1=CC=C(C=C1)C1=NC2=CC=CC=C2C(=C1)N